racemic-pyridone N1C(C=CC=C1)=O